C(C)N1C(=NN(C1=O)C=1C=C2C(=CN(C(C2=CC1F)=O)C1=C(C(=CC=C1)F)C)C(C)C)CO 6-(4-ethyl-3-(hydroxymethyl)-5-oxo-4,5-dihydro-1H-1,2,4-triazol-1-yl)-7-fluoro-2-(3-fluoro-2-methylphenyl)-4-isopropylisoquinolin-1(2H)-one